C(CCCCCCCCCCC)(=O)[O-].C(CCCCCCCCCCC)(=O)O.[Na+] Sodium Laurate (dodecanoate)